1-[9-ethyl-6-(1-methylbenzoyl)-9H-carbazol-3-yl]ethanone-1-(O-acetyl oxime) C(C)(=O)ON=C(C)C=1C=CC=2N(C3=CC=C(C=C3C2C1)C(C1(CC=CC=C1)C)=O)CC